N[C@@H]1CCCC([C@H]1C1=C(C2=NC(=CC(=C2S1)NCC=1SC=CC1)Cl)Br)(F)F 2-((1s,6r)-6-amino-2,2-difluorocyclohexyl)-3-bromo-5-chloro-N-(thiophen-2-ylmethyl)thieno[3,2-b]pyridin-7-amine